FC=1C=CC2=C(N=NNC2=O)C1 7-fluorobenzo[d][1,2,3]triazin-4(3H)-one